CN(CCN(C1=NC(=C(C=C1N)NC1=NC=CC(=N1)N1CC2(C3=NC(=CC=C31)C)CCCCC2)OCC(F)(F)F)C)C N2-(2-(dimethylamino)ethyl)-N2-methyl-N5-(4-(5'-methylspiro[cyclohexane-1,3'-pyrrolo[3,2-b]pyridin]-1'(2'H)-yl)pyrimidin-2-yl)-6-(2,2,2-trifluoroethoxy)pyridin-2,3,5-triamine